(E)-N-benzyloxycarbonyl-O-tert-butyl-L-aspartic acid C(C1=CC=CC=C1)OC(=O)N[C@@H](CC(=O)O)C(=O)OC(C)(C)C